tert-butyl 2-((1H-indol-5-yl)amino)-5,6-dihydropyrido[3,4-d]pyrimidine-7(8H)-carboxylate N1C=CC2=CC(=CC=C12)NC=1N=CC2=C(N1)CN(CC2)C(=O)OC(C)(C)C